C1(=CC=CC=C1)N(C1=CC=C2C=CC=3C(=CC=C4C=CC1=C2C34)N(C3=CC=CC=C3)C3=CC=CC=C3)C3=CC=CC=C3 N,N,N',N'-tetraphenylpyrene-1,6-diamine